methyl 4-ethylpiperidine-4-carboxylate hydrochloride Cl.C(C)C1(CCNCC1)C(=O)OC